(1R)-1-(1-(1-(ethylsulfonyl)pyrrolidin-3-yl)-1,6-dihydroimidazo[4,5-d]pyrrolo[2,3-b]pyridin-2-yl)ethan-1-ol C(C)S(=O)(=O)N1CC(CC1)N1C(=NC=2C1=C1C(=NC2)NC=C1)[C@@H](C)O